N-(4-((4-acetylpiperazin-1-yl)methyl)thiazol-2-yl)-2-methyl-5-(3-(trifluoromethyl)phenyl)furan-3-carboxamide 1-Hydroxy-2-Naphthoate OC1=C(C=CC2=CC=CC=C12)C(=O)O.C(C)(=O)N1CCN(CC1)CC=1N=C(SC1)NC(=O)C1=C(OC(=C1)C1=CC(=CC=C1)C(F)(F)F)C